ClC1=NC=C(C(=C1)N1CCC(CC1)(O)CN(C)C)C#CC=1C=NN(C1)C (2-chloro-5-((1-methyl-1H-pyrazol-4-yl)ethynyl)pyridin-4-yl)-4-((dimethylamino)methyl)piperidin-4-ol